6-vinyl-4,5-difluoro-2,3-dihydro-isoindol-1-one C(=C)C1=C(C(=C2CNC(C2=C1)=O)F)F